3-[(7R)-7-(hydroxymethyl)-4-[2-(1H-indol-3-yl)ethylamino]-7,8-dihydro-6H-pyrimido[5,4-b][1,4]oxazin-2-yl]pyridin-2-ol OC[C@H]1NC2=C(OC1)C(=NC(=N2)C=2C(=NC=CC2)O)NCCC2=CNC1=CC=CC=C21